N1CC(CCC1)NC1=CC=CC=C1 (piperidin-3-yl)aniline